benzyl-2-bromo-5-fluoro-N3-(4-fluorophenyl)benzene-1,3-diamine C(C1=CC=CC=C1)C1=C(C(=C(C=C1F)N)Br)NC1=CC=C(C=C1)F